2-((4-isopropylphenoxy)methyl)-6-methyl-3-(1-((2-(trimethylsilyl)ethoxy)methyl)-1H-pyrazol-5-yl)pyridine C(C)(C)C1=CC=C(OCC2=NC(=CC=C2C2=CC=NN2COCC[Si](C)(C)C)C)C=C1